4-((3-(5-chloropyrimidin-2-yl)-2-methoxyphenyl)amino)-6-((2,6-dimethylpyrimidin-4-yl)amino)-N-ethoxynicotinamide ClC=1C=NC(=NC1)C=1C(=C(C=CC1)NC1=CC(=NC=C1C(=O)NOCC)NC1=NC(=NC(=C1)C)C)OC